1-(2-bromoethyl)-4-methoxybenzene BrCCC1=CC=C(C=C1)OC